FC1=CC(=CC2=C1N=C(S2)C2CCNCC2)C=2C=C(C=1N(N2)C=C(N1)C)OC1=CC=CC=C1 6-[4-Fluoro-2-(piperidin-4-yl)-1,3-benzothiazol-6-yl]-2-methyl-8-phenoxyimidazo[1,2-b]pyridazin